Cl.Cl.ClC=1C=C(C=CC1Cl)C=1SC=C(N1)NC(CN1CCNCC1)=O N-(2-(3,4-dichlorophenyl)thiazol-4-yl)-2-(piperazin-1-yl)acetamide dihydrochloride